CC=1C(C2CC(C1)C2C)O 3,7-dimethylbicyclo[3.1.1]hept-3-en-2-ol